N-methyl-N-Decyltoluidine CN(C=1C(=CC=CC1)C)CCCCCCCCCC